5-bromo-3-ethylsulfonyl-N-[1-methyl-5-(trifluoromethyl-sulfanyl)-2-pyridylidene]pyridine-2-carboxamide BrC=1C=C(C(=NC1)C(=O)N=C1N(C=C(C=C1)SC(F)(F)F)C)S(=O)(=O)CC